1-[(4S)-8-chlorochroman-4-yl]-3-[4-[4-[pyrrolidin-2-yl]phenyl]thiazol-2-yl]urea ClC=1C=CC=C2[C@H](CCOC12)NC(=O)NC=1SC=C(N1)C1=CC=C(C=C1)C1NCCC1